(R)-2-fluoro-N-(8-methylisoquinolin-1-yl)-N-(piperidin-3-yl)-4-((4-((tetrahydro-2H-pyran-4-yl)amino)pyrimidin-2-yl)amino)benzamide FC1=C(C(=O)N([C@H]2CNCCC2)C2=NC=CC3=CC=CC(=C23)C)C=CC(=C1)NC1=NC=CC(=N1)NC1CCOCC1